OCCCCCOC1N(C(C2=CC=CC=C12)=O)C1CCC(NC1=O)=O 5-((5-hydroxypentyloxy)-1-oxoisoindolin-2-yl)piperidine-2,6-dione